C(C)(C)(C)C1=NC(=NC(=N1)Cl)N 4-tert-Butyl-6-chloro-1,3,5-triazin-2-amine